glycine-β-naphthylamide C1=C(C=CC2=CC=CC=C12)NC(CN)=O